lithium fluorophosphate P(=O)([O-])([O-])F.[Li+].[Li+]